C1(=CC=CC=C1)S(=O)(=O)OC=1C=C(C=CC1)NC(=O)NC1=CC(=CC=C1)OC1(CC=C(C=C1)C)C N-[3-(phenylsulfonyloxy)phenyl]-N'-[3-(p-xylenyloxy)phenyl]urea